thioazoline CC(C)N1C(CN(C1=O)C2=CC=C(C=C2)N3CCN(CC3)C4=CC=C(C=C4)OC[C@H]5OC[C@](O5)(CN6C=NC=N6)C7=C(C=C(C=C7)F)F)S